tert-butyl 3-chloro-4-hydroxy-5-(hydroxymethyl)benzoate ClC=1C=C(C(=O)OC(C)(C)C)C=C(C1O)CO